2-(((1r,4r)-(((5-Fluoropyridin-2-yl)(phenyl)carbamoyloxy)methyl)cyclohexyl)methoxy)acetic Acid FC=1C=CC(=NC1)N(C(=O)OCC1(CCCCC1)COCC(=O)O)C1=CC=CC=C1